O1C(=CC=C1)C(=O)NC=1C=C2C(=CNC2=CC1)C=1CCN(CC1)C(C)CCC 5-(2-furoyl)amino-3-(1-(2-pentyl)-1,2,3,6-tetrahydropyridin-4-yl)-1H-indole